C(#N)CC1=C(C=CC=C1)[C@H](CN1C(N(C(C2=C1SC(=C2C)C=2OC=CN2)=O)C(C(=O)O)(C)C)=O)OC2CCOCC2 2-[1-[(2R)-2-[2-(cyanomethyl)phenyl]-2-(oxacyclohex-4-yloxy)ethyl]-5-methyl-6-(1,3-oxazol-2-yl)-2,4-dioxo-1H,2H,3H,4H-thieno[2,3-d]pyrimidin-3-yl]-2-methylpropionic acid